(Z)-N-(5-((6-(3-(5-(tert-butyl)isoxazol-3-yl)ureido)-2-oxindol-3-ylidene)methyl)-4-methyl-1H-pyrrol-3-yl)acetamide C(C)(C)(C)C1=CC(=NO1)NC(NC1=CC=C2/C(/C(NC2=C1)=O)=C/C1=C(C(=CN1)NC(C)=O)C)=O